9,9-bis(2-carboxypropyl)2,7-di(2-naphthyl)fluorene methyl-2-(2,2-dichlorocyclopropyl)benzoate COC(C1=C(C=CC=C1)C1C(C1)(Cl)Cl)=O.C(=O)(O)C(CC1(C2=CC(=CC=C2C=2C=CC(=CC12)C1=CC2=CC=CC=C2C=C1)C1=CC2=CC=CC=C2C=C1)CC(C)C(=O)O)C